(R)-2-(4-((1,3-dihydroisobenzofuran-5-yl)oxy)piperidin-1-yl)-3-methyl-7,8,10,10a-tetrahydro-5H-pyrido[2',3':3,4]pyrrolo[2,1-c][1,4]oxazin-5-one C1OCC2=CC(=CC=C12)OC1CCN(CC1)C=1C(=CC2=C([C@@H]3COCCN3C2=O)N1)C